O(S(=O)(=O)C(F)(F)F)C=1C=2C=CC=3C4=C(OC3C2C=CC1)C=CC=C4 benzo[b]naphtho[2,1-d]furan-4-yl triflate